C(C)(C)(C)C1=NOC(=C1C)NC(OC1=CC=CC=C1)=O phenyl (3-(tert-butyl)-4-methylisoxazol-5-yl)carbamate